4-(4-(ethoxycarbonyl)-5-methyl-1H-pyrazol-1-yl)benzoic acid C(C)OC(=O)C=1C=NN(C1C)C1=CC=C(C(=O)O)C=C1